nickel sulfide cobalt iron [Fe].[Co].[Ni]=S